COC1=CC=C(C=C1)/C=C/C(=O)C1=CC=C(C=C1)C1=CC=C(O1)C(=O)O 5-[4-[(E)-3-(4-Methoxyphenyl)prop-2-enoyl]phenyl]furan-2-carboxylic acid